ClC=1C=C2C=NC(=NC2=CC1N1C[C@H](CC1)OC)NC=1C=NN(C1Cl)C1(CC1)C 6-chloro-N-[5-chloro-1-(1-methylcyclopropyl)-1H-pyrazol-4-yl]-7-[(3S)-3-methoxypyrrolidin-1-yl]quinazolin-2-amine